ClC1=C2C(=CNC2=C(C=C1)N1CCC(CC1)=O)C#N 4-Chloro-7-(4-oxopiperidin-1-yl)-1H-indole-3-carbonitrile